6-chloro-N-(3-(N-(3-(trifluoromethyl)phenyl)sulfamoyl)phenyl)nicotinamide ClC1=NC=C(C(=O)NC2=CC(=CC=C2)S(NC2=CC(=CC=C2)C(F)(F)F)(=O)=O)C=C1